N-(1-((cyclobutylmethyl)sulfonyl)piperidin-4-yl)-6-(difluoromethyl)-8-(2,6-diazaspiro[3.4]octan-2-yl)pyrido[3,4-d]pyrimidin-2-amine C1(CCC1)CS(=O)(=O)N1CCC(CC1)NC=1N=CC2=C(N1)C(=NC(=C2)C(F)F)N2CC1(C2)CNCC1